C(C)(C)(C)OC(=O)C1CN(CCN1)C=1N=CC2=C(N1)CCN=C2 2-(3-(tert-butoxycarbonyl)piperazin-1-yl)-7,8-dihydropyrido[4,3-d]pyrimidine